aluminum indium aluminum arsenic [As].[Al].[In].[Al]